5-bromo-1-(4-(5-(difluoromethyl)-1,3,4-oxadiazol-2-yl)-2-fluorobenzyl)-3-(1-methylpiperidin-4-yl)-1,3-dihydro-2H-benzo[d]imidazol-2-one BrC1=CC2=C(N(C(N2C2CCN(CC2)C)=O)CC2=C(C=C(C=C2)C=2OC(=NN2)C(F)F)F)C=C1